C(C)(C)(C)C1=CC(=C(C=C1)C1=CC(C(=C(N1)C)[C@@H](C)O)=O)C |r| rac-6-(4-tert-butyl-2-methyl-phenyl)-3-(1-hydroxyethyl)-2-methyl-1H-pyridin-4-one